[N+]1(=CNC=C1)[O-] Imidazole N-oxide